ethyl (S)-3-amino-3-(3-(thiazol-2-yl)phenyl)propanoate N[C@@H](CC(=O)OCC)C1=CC(=CC=C1)C=1SC=CN1